magnesium bipyridyl sulfide [N+]=1(C(=CC=CC1)C1=NC=CC=C1)[S-].[Mg]